(11R)-dodecadien-11-one C=CC=CCCCCCCC(C)=O